2-((4-(dihydroxymethyl)-6-methoxypyridin-3-yloxy)methyl)-N-methylimidazo[1,2-a]pyridine-8-carboxamide OC(C1=C(C=NC(=C1)OC)OCC=1N=C2N(C=CC=C2C(=O)NC)C1)O